(5S)-5-(aminomethyl)-pyrrolidin NC[C@@H]1CCCN1